2-(ethylmercaptothiocarbonylthio)-2-methylpropionic acid C(C)SC(=S)SC(C(=O)O)(C)C